ClC1=C2C(=CC(=C(C2=CC=C1)/N=C/N(C)C)C(=O)C=1C2=CN(N=C2C(=CC1)F)C1OCCCC1)C1CC1 (E)-N'-[5-chloro-4-cyclopropyl-2-[7-fluoro-2-(oxan-2-yl)indazole-4-carbonyl]naphthalen-1-yl]-N,N-dimethylmethanimidamide